C1(=CCCC1)C=1N=CN(C1C1CC1)COCC[Si](C)(C)C 2-[[4-(cyclopenten-1-yl)-5-cyclopropyl-imidazol-1-yl]methoxy]ethyl-trimethyl-silane